C(C)(C)C1=CC(=NN1)C(=O)N1C[C@H]2C([C@H]2C1)C(=O)NN (1R,5S,6r)-3-[(5-isopropyl-1H-pyrazol-3-yl)carbonyl]-3-azabicyclo[3.1.0]Hexane-6-Carboxylic acid hydrazide